C1(CCCCC1)CNCC1=C(C=CC=C1)C1=CC=C(C=C1)C=1C=C(C2=C(NC(=N2)C)C1)C(=O)O 6-(2'-(((cyclohexylmethyl)amino)methyl)-[1,1'-biphenyl]-4-yl)-2-methyl-1H-benzo[d]imidazole-4-carboxylic acid